C(=O)(O)C(O)C(O)C(=O)O.C(C)(C)(C)NC[C@H](O)C=1C=NC=C(C1)F.C(C)(C)(C)NC[C@H](O)C=1C=NC=C(C1)F (R)-2-(tert-Butylamino)-1-(5-fluoropyridin-3-yl)ethan-1-ol hemi-tartrate